(R)-tert-Butyl 2-(tert-butyldimethylsilyloxy)-5-((S)-1-(3-chloro-5-fluoro-2-((4-methoxy-phenoxy)methyl)phenyl)ethylamino)pentanoate [Si](C)(C)(C(C)(C)C)O[C@@H](C(=O)OC(C)(C)C)CCCN[C@@H](C)C1=C(C(=CC(=C1)F)Cl)COC1=CC=C(C=C1)OC